FC(C(C)(C)OC)(F)C=1C(=C(C=CC1)[C@@H](C)N1CC2=CC=CC=C2C1)F 2-{(1R)-1-[3-(1,1-difluoro-2-methoxy-2-methylpropyl)-2-fluorophenyl]ethyl}-1H-isoindole